BrC1=NN(C(=N1)OC1=CC(=C(C=C1)F)Cl)C(C)C 3-bromo-5-(3-chloro-4-fluorophenoxy)-1-isopropyl-1H-1,2,4-triazole